4-Acetyl-5-oxo-hexanoic acid C(C)(=O)C(CCC(=O)O)C(C)=O